N-(4-Nitrophenyl)sulfobutyramide sodium salt [Na+].[N+](=O)([O-])C1=CC=C(C=C1)NC(C(CC)S(=O)(=O)[O-])=O